1-(3,4-dichlorophenyl)-5-methyl-2-pyrazoline-3,5-dicarboxylic acid diethyl ester C(C)OC(=O)C1=NN(C(C1)(C(=O)OCC)C)C1=CC(=C(C=C1)Cl)Cl